4-bromo-3,6-dichloro-2-fluorobenzaldehyde BrC1=C(C(=C(C=O)C(=C1)Cl)F)Cl